Racemic-4-chloro-N-(1-(6,7-difluoro-4-oxo-3,4-dihydrophthalazin-1-yl)ethyl)-3-fluoro-N-methylbenzamide ClC1=C(C=C(C(=O)N(C)[C@H](C)C2=NNC(C3=CC(=C(C=C23)F)F)=O)C=C1)F |r|